C(C)(C)(C)OC(=O)N1CCC(CC1)C(=O)NNC(C1=CC=C(C=C1)C)=O 4-[2-(4-Methylbenzoyl)hydrazinocarbonyl]piperidine-1-carboxylic acid tert-butyl ester